FC(OC1=CC(=C(C=N1)OCC(C(=O)OC)(C)C)C1=CC=2N(C=C1)N=C(C2)NC2=NC(=NC(=C2)C)C)F methyl 3-((6-(difluoromethoxy)-4-(2-((2,6-dimethylpyrimidin-4-yl)amino)pyrazolo[1,5-a]pyridin-5-yl)pyridin-3-yl)oxy)-2,2-dimethylpropanoate